N=1ON=C2C1C=CC=C2NS(=O)(=O)C2=CNC1=CC(=CC=C21)Cl N-(2,1,3-Benzooxadiazol-4-yl)-6-chloro-1H-indole-3-sulfonamide